FC1=C(CN2C(=NC(=C2)[N+](=O)[O-])C(F)(F)F)C=CC(=C1)F 1-(2,4-difluorobenzyl)-4-nitro-2-(trifluoromethyl)-1H-imidazole